N-methoxyethyl-N,N-diethyl-N-methylammonium COCC[N+](C)(CC)CC